CN1N=CC(=C1)C1=NN=C(O1)C(=O)N1[C@@H](C2=C(CC1)NC=N2)C=2OC1=C(N2)C=CC=C1C(F)(F)F (S)-(5-(1-methyl-1H-pyrazol-4-yl)-1,3,4-oxadiazol-2-yl)(4-(7-(trifluoromethyl)benzo[d]oxazol-2-yl)-6,7-dihydro-1H-imidazo[4,5-c]pyridin-5(4H)-yl)methanone